Cl.C12CCC(C(OC1)O2)[NH3+] 6,8-Dioxabicyclo[3.2.1]octan-4-aminium hydrochloride